4-[tert-butyl-(diphenyl)silyl]oxy-2,2-dimethyl-butan-1-ol C(C)(C)(C)[Si](OCCC(CO)(C)C)(C1=CC=CC=C1)C1=CC=CC=C1